C(#N)C1=C(C=C(C2=C1CCO2)C2=CC=C(C=C2)C(C)C)NC(N(C)C#N)=O 3-(4-cyano-7-(4-isopropyl-phenyl)-2,3-dihydrobenzo-furan-5-yl)-1-cyano-1-methylurea